CN1C(=NN=C1)C1(COCC1)C=1C=C(N)C=CC1 3-(3-(4-methyl-4H-1,2,4-triazol-3-yl)tetrahydrofurane-3-yl)aniline